ClC=1SC2=C(N1)C=CC(=C2)C(=O)Cl 2-chlorobenzo[d]thiazole-6-carbonyl chloride